1-(N-methyl-pyrrol-2-yl)-3-(pyridin-3-yl)propan-1-one CN1C(=CC=C1)C(CCC=1C=NC=CC1)=O